(S)-(4-(7-chloropyrazolo[1,5-a]pyridin-2-yl)-6,7-dihydro-1H-imidazo[4,5-c]pyridin-5(4H)-yl)(5-(1-(difluoromethyl)-1H-pyrazol-3-yl)-1,3,4-oxadiazol-2-yl)methanone ClC1=CC=CC=2N1N=C(C2)[C@H]2N(CCC1=C2N=CN1)C(=O)C=1OC(=NN1)C1=NN(C=C1)C(F)F